FC1=CC=CC=2N1N=C(C2)[C@@H]2N(CCC1=C2N=CN1)C(=O)C=1OC(=NN1)C=1C(=NC=CC1)C (R)-(4-(7-fluoropyrazolo[1,5-a]pyridin-2-yl)-6,7-dihydro-1H-imidazo[4,5-c]pyridin-5(4H)-yl)(5-(2-methylpyridin-3-yl)-1,3,4-oxadiazol-2-yl)methanone